FCCCCOC1=C(CN2[C@@H](CCCC2)C(=O)O)C=C(C(=C1)\C=C\C=1C(=C(C=CC1)C1=CC=CC=C1)C)C(F)(F)F (S,E)-1-(2-(4-Fluorobutoxy)-4-(2-(2-methyl-[1,1'-biphenyl]-3-yl)ethenyl)-5-(Trifluoromethyl)benzyl)piperidine-2-carboxylic acid